4-(pyridin-4-yl)-1,3,2-dioxaphosphorinane 2-sulfide N1=CC=C(C=C1)C1OP(OCC1)=S